1-((2R,4S)-5-allyl-4-hydroxy-5-(hydroxymethyl)tetrahydrofuran-2-yl)-4-aminopyrimidin-2(1H)-one C(C=C)C1([C@H](C[C@@H](O1)N1C(N=C(C=C1)N)=O)O)CO